O1[C@@H](C1)CCO 2-[(2R)-Oxacycloprop-2-yl]ethan-1-ol